ClC1=C2NC(C=3N(C2=CC=C1CN1CCN(CC1)C=1C(=NC(=CC1)C(NC)=O)C)N=CC3C)=O 6-chloro-7-((4-(2-methyl-6-(methylcarbamoyl)pyridin-3-yl)piperazin-1-yl)methyl)-3-methylpyrazolo[1,5-a]quinoxalin-4(5H)-one